2-chloro-4-(dibenzo[b,d]furan-3-yl)-6-(naphthalen-2-yl)-1,3,5-triazine ClC1=NC(=NC(=N1)C=1C=CC2=C(OC3=C2C=CC=C3)C1)C1=CC3=CC=CC=C3C=C1